C(C(=C)C)(=O)OCCC[Si](OC)(OC)OC 3-(methacryloxy)propyltrimethoxy-silane